CS(=O)(=O)C1=C(C(=C(C(=C1)OC)C1=C(C=C(C=C1C(C)C)C(C)C)C(C)C)P(C1CCCCC1)C1CCCCC1)OC methanesulfonyl-(2-dicyclohexylphosphino-3,6-dimethoxy-2',4',6'-triisopropyl-1,1'-biphenyl)